N-((1,2,3,5,6,7-hexahydro-s-indacen-4-yl)carbamoyl)-1-hydroxy-1,3-dihydrobenzo[c][1,2]oxaborole-6-sulfonamide C1CCC2=C(C=3CCCC3C=C12)NC(=O)NS(=O)(=O)C=1C=CC2=C(B(OC2)O)C1